1-(4-hydroxy-2-(5-(4-(hydroxymethyl)phenyl)-1H-imidazol-2-yl)piperidin-1-yl)-2-(methylthio)propan-1-one OC1CC(N(CC1)C(C(C)SC)=O)C=1NC(=CN1)C1=CC=C(C=C1)CO